butyl-5'-methyl-2'-oxo-4-(p-tolyl)-4H-spiro[cyclopenta[c]benzopyran-1,3'-indoline]-2-carbonitrile C(CCC)N1C(C2(C3=CC(=CC=C13)C)C(=CC=1C(OC3=C(C12)C=CC=C3)C3=CC=C(C=C3)C)C#N)=O